2-methoxyethoxypyrimidine COCCOC1=NC=CC=N1